(6R)-3-(3-(difluoromethoxy)phenyl)-1-(5-fluoropyridin-2-yl)-N-(3-methyltetrahydrofuran-3-yl)-4,5,6,7-tetrahydro-1H-indazole-6-carboxamide FC(OC=1C=C(C=CC1)C1=NN(C=2C[C@@H](CCC12)C(=O)NC1(COCC1)C)C1=NC=C(C=C1)F)F